ClC1=CC=C(C=N1)NC1=NC=CC2=CC(=CC=C12)OCC(C#C)(C)C N-(6-chloropyridin-3-yl)-6-((2,2-dimethylbut-3-yn-1-yl)oxy)isoquinolin-1-amine